6-(2-(isopropylamino)ethoxy)-5-(methylsulfonamido)pyridin C(C)(C)NCCOC1=C(C=CC=N1)NS(=O)(=O)C